4-bromo-1-{[2-(2-methoxyethyl)tricyclo[3.3.1.13,7]dec-2-yl]methyl}-1H-pyrazole BrC=1C=NN(C1)CC1(C2CC3CC(CC1C3)C2)CCOC